C(CCCC)OCCCNCCCN1CCOCC1 N-(3-(n-pentoxy)propyl)-3-morpholinopropan-1-amine